CP([O-])=O.C(C)[Al+2].CP([O-])=O ethyl-aluminum methylphosphinate